4-(4,7-bis(2-(tert-butoxy)-2-oxoethyl)-1,4,7-triazacyclononan-1-yl)-5-(tert-butoxy)-5-oxopentanoic acid C(C)(C)(C)OC(CN1CCN(CCN(CC1)CC(OC(C)(C)C)=O)C(CCC(=O)O)C(=O)OC(C)(C)C)=O